bicyclo[2.2.2]octane-1,4-dicarboxylic acid [6-(1-carbamimidoyl-1,2,3,6-tetrahydro-pyridin-4-yl)-pyridazin-3-yl]-amide (4-guanidinomethyl-phenyl)-amide N(C(=N)N)CC1=CC=C(C=C1)NC(=O)C12CCC(CC1)(CC2)C(=O)NC=2N=NC(=CC2)C=2CCN(CC2)C(N)=N